C(C)(=O)OC=1C(C(=CN2N([C@H]3N(C(C21)=O)CCOC3)[C@@H]3C2=C(SCC1=C3C=CC(=C1F)F)C=CC=C2)P(=O)(C)C)=O (R)-12-((S)-7,8-difluoro-6,11-dihydrodibenzo[b,e]thiepin-11-yl)-9-(dimethylphosphoryl)-6,8-dioxo-3,4,6,8,12,12a-hexahydro-1H-[1,4]oxazino[3,4-c]pyrido[2,1-f][1,2,4]triazin-7-yl acetate